C(#N)C1=CC(=C(CN(CC(=O)OC(C)(C)C)CC(=O)OC(C)(C)C)C=C1)OC di-tert-butyl 2,2'-((4-cyano-2-methoxybenzyl)azanediyl)diacetate